ClC=1C=CC(=C(C1)C1=NN(C=C1NC(=O)C=1C=NN2C1N=CC=C2)C[C@H]([C@H](C)O)O)OC N-(3-(5-chloro-2-methoxyphenyl)-1-((2R,3S)-2,3-dihydroxybutyl)-1H-pyrazol-4-yl)pyrazolo[1,5-a]pyrimidine-3-carboxamide